C(C)(=O)NC1=CC=C(C[C@@H]2N([C@@H](OC2=O)C(C)(C)C)C(=O)OCC2=CC=CC=C2)C=C1 Benzyl (2S,4S)-4-(4-acetamidobenzyl)-2-(tert-butyl)-5-oxooxazolidine-3-carboxylate